O=C1NC(CCC1N1C(C2=CC=C(C=C2C1)C1CCN(CC1)CCCN1CCC(CC1)COC1=CC=C(OC=2C3=C(SC2C2=CC=C(C=C2)F)C=C(C=C3)B(O)O)C=C1)=O)=O (3-(4-({1-(3-(4-(2-(2,6-dioxopiperidin-3-yl)-1-oxoisoindolin-5-yl)piperidin-1-yl)propyl)piperidin-4-yl}methoxy)phenoxy)-2-(4-fluorophenyl)benzo[b]thiophen-6-yl)boronic acid